2-methyl-5-vinylpyridine methylacrylate COC(C=C)=O.CC1=NC=C(C=C1)C=C